[N+](=O)([O-])C1=C(C(=O)O[O-])C=CC(=C1)[N+](=O)[O-] 2,4-dinitroperoxybenzoate